1-chloro-2-cyclopropyloxy-3-nitrobenzene ClC1=C(C(=CC=C1)[N+](=O)[O-])OC1CC1